C(C1=CC=CC=C1)OC1C(C(C1)N(C(OC(C)(C)C)=O)C)C tert-butyl (3-(benzyloxy)-2-methylcyclobutyl)(methyl)carbamate